NC=CC(C)=O 4-amino-3-buten-2-one